(2-methoxy-4-(morpholinosulfonyl)phenyl)-N4-propyl-1H-pyrrolo[2,3-b]pyridine-4,6-diamine COC1=C(C=CC(=C1)S(=O)(=O)N1CCOCC1)N1C=CC2=C1N=C(C=C2NCCC)N